ClC=1C=NC(=C(C(=O)NC2CCC(CC2)CN2C(N(C3=C2C=CC=C3)C3=CC=C(C=C3)[N+](=O)[O-])=O)C1)C 5-chloro-2-methyl-N-((1r,4r)-4-((3-(4-nitrophenyl)-2-oxo-2,3-dihydro-1H-benzo[d]imidazol-1-yl)methyl)cyclohexyl)nicotinamide